2-(3-(((5-fluoro-2-hydroxyphenyl)(1H-indol-2-yl)methyl)carbamoyl)-5-methylphenyl)pyridine FC=1C=CC(=C(C1)C(C=1NC2=CC=CC=C2C1)NC(=O)C=1C=C(C=C(C1)C)C1=NC=CC=C1)O